(2R,3R)-7-((ethylcarbamoyl)oxy)-5-hydroxy-2-(3,4,5-trihydroxyphenyl)chroman-3-yl 3,4,5-trihydroxybenzoate OC=1C=C(C(=O)O[C@H]2[C@H](OC3=CC(=CC(=C3C2)O)OC(NCC)=O)C2=CC(=C(C(=C2)O)O)O)C=C(C1O)O